3-(4-((2,4-dimethoxybenzyl)amino)-2-((3-fluoropyridin-2-yl)methyl)-2H-[1,2,3]Triazolo[4,5-c]Pyridin-6-yl)benzonitrile COC1=C(CNC2=NC(=CC=3C2=NN(N3)CC3=NC=CC=C3F)C=3C=C(C#N)C=CC3)C=CC(=C1)OC